(S)-N-(2,2-difluoro-1-(2-fluoro-4-(trifluoromethyl)phenyl)ethyl)acetamide FC([C@H](C1=C(C=C(C=C1)C(F)(F)F)F)NC(C)=O)F